(2S)-2-(2,2,7-trifluoro-3-oxo-6-(2,3,4,6-tetrafluorophenyl)-2,3-dihydro-4H-benzo[b][1,4]oxazin-4-yl)propanoic acid FC1(C(N(C2=C(O1)C=C(C(=C2)C2=C(C(=C(C=C2F)F)F)F)F)[C@H](C(=O)O)C)=O)F